C(C)(C)N(NC([2H])([2H])[2H])S(=O)(=O)O (isopropyl)-N-(2H3)methylaminosulfoamine